(+/-)-tert-butyl(3-(4-(2-amino-6-methylpyrimidin-4-yl)-1,4-oxazepan-3-yl)-4-chlorophenyl)(methyl)carbamate C(C)(C)(C)OC(N(C)C1=CC(=C(C=C1)Cl)[C@@H]1COCCCN1C1=NC(=NC(=C1)C)N)=O |r|